Aminomethylsulfone NCS(=O)(=O)CN